C[C@@](C(=O)O)(CCC(C)(C)C)NCC1=CC=2CCCCC2C=C1 (S)-2,5,5-trimethyl-2-{[(5,6,7,8-tetrahydro-2-naphthyl)methyl]amino}hexanoic acid